OC/C(=C/COP([O-])(=O)OP(=O)([O-])[O-])/C (E)-4-hydroxy-3-methylbut-2-enyl-diphosphate